[Si](C)(C)(C(C)(C)C)OCCNC(=O)C=1SC=C(C1NC(CN1CCCCC1)=O)C N-(2-((tert-butyldimethylsilyl)oxy)ethyl)-4-methyl-3-(2-(piperidin-1-yl)acetamido)thiophene-2-carboxamide